N-(2-Aminoethyl)-11-aminoundecyl-trimethoxysilane NCCNCCCCCCCCCCC[Si](OC)(OC)OC